C(\C=C\C(=O)[O-])(=O)OCCCC(=C)C fumaric acid, 2-methylallylethyl ester